ClC1=CC=C2C(=C(C=NC2=C1)N)Br 7-Chloro-4-bromoquinolin-3-amine